BrC1=C(C=C(C=C1)C1=CC=CC=C1)I 4-bromo-3-iodo-[1,1'-biphenyl]